C(CCCCCCCCCCCCCCCCC)OC(/C=C/C(=O)[O-])=O.[Na+] sodium (E)-4-octadecoxy-4-oxobut-2-enoate